FC1=C(C=C(C(=C1)C#CC1=CC=C(C=C1)F)F)C1=CC=C(C=C1)CCCCC 2,5-difluoro-4-((4-fluorophenyl)ethynyl)-4'-n-pentyl-1,1'-biphenyl